N-benzyl-N-[(2S)-4-cyano-3-oxo-4-(tributyl-λ5-phosphanylidene)-1-[1-(triphenylmethyl)-1H-imidazol-4-yl]butan-2-yl]formamide C(C1=CC=CC=C1)N(C=O)[C@@H](CC=1N=CN(C1)C(C1=CC=CC=C1)(C1=CC=CC=C1)C1=CC=CC=C1)C(C(=P(CCCC)(CCCC)CCCC)C#N)=O